FC1=CC=C(C=C1)C(CN1N=CC(=C1)CNC1=NC=2N([C@H](C(NC2C(=N1)C)=O)C)C)(C)O (7S)-2-(((1-(2-(4-fluorophenyl)-2-hydroxypropyl)-1H-pyrazol-4-yl)methyl)amino)-4,7,8-trimethyl-7,8-dihydropteridin-6(5H)-one